6-amino-5-bromo-4-fluorophenol NC1=C(C(=CC=C1O)F)Br